C(C=C)OC(=O)NC(C(=O)O)C 2-[[(prop-2-en-1-yloxy)carbonyl]amino]propanoic acid